O(C1=CC=CC=C1)NP(=O)(NS(=O)(=O)C1=CC=C(C)C=C1)NOC1=CC=CC=C1 diphenoxy-p-toluenesulfonyl-phosphoramide